S-(6-(2,2,2-Trifluoroacetamido)hexyl) ethanethioate C(C)(SCCCCCCNC(C(F)(F)F)=O)=O